ClC1=CC=C2C(=NC(N(C2=C1)C=1N=NC=CC1)=O)NC 7-Chloro-4-(methylamino)-1-(pyridazin-3-yl)quinazolin-2(1H)-one